4,4''-Dimethoxy-2'-(S-methylsulfonimidoyl)-1,1':3',1''-terphenyl COC1=CC=C(C=C1)C1=C(C(=CC=C1)C1=CC=C(C=C1)OC)S(=O)(=N)C